8-(4-(Bis(4-fluorophenyl)methyl)-3-(5-methyl-1,3,4-oxadiazol-2-yl)piperazin-1-yl)-5-methyl-6-oxo-5,6-dihydro-1,5-naphthyridine-2-carbonitrile FC1=CC=C(C=C1)C(N1C(CN(CC1)C1=CC(N(C=2C=CC(=NC12)C#N)C)=O)C=1OC(=NN1)C)C1=CC=C(C=C1)F